4-hydroxy-N-[4-[(6,7-dimethoxy-1,5-naphthyridin-4-yl)oxy]-3-fluorophenyl]-4-hydroxy-2-(methoxymethyl)-6-methyl-5-thiophen-2-ylpyridine-3-carboxamide OC1(C(C(=NC(=C1C=1SC=CC1)C)COC)C(=O)NC1=CC(=C(C=C1)OC1=CC=NC2=CC(=C(N=C12)OC)OC)F)O